C(C1=CC=CC=C1)OC[C@H](C)O (S)-1-benzyloxy-2-propanol